N(=[N+]=[N-])C1CN2C3=C(C(=CC=C3C1C)F)CC2 5-azido-9-fluoro-6-methyl-1,2,5,6-tetrahydro-4H-pyrrolo[3,2,1-ij]quinoline